CC1(OB(OC1(C)C)C1=CC=C(C2=C1OC1=C2C=CC=C1)C1=CC=CC=C1)C 4,4,5,5-tetramethyl-2-(1-phenyldibenzofuran-4-yl)-1,3,2-dioxaborolane